NC1CC2(C(N(CC3=CC=C(C=C23)Cl)CCC)=O)C1 trans-3-amino-6'-chloro-2'-n-propyl-1',2'-dihydro-3'H-spiro[cyclobutane-1,4'-isoquinoline]-3'-one